(1-(6-chloro-4-oxo-3,4-dihydro-quinazolin-2-yl)-3-methyl-1H-pyrazol-5-yl)-3-methylbenzamide ClC=1C=C2C(NC(=NC2=CC1)N1N=C(C=C1C1=C(C(=O)N)C=CC=C1C)C)=O